(3S,4S)-3-((R)-8-fluoro-5H-imidazo[5,1-a]isoindol-5-yl)-tetrahydro-2H-pyran-4-ol FC1=CC=C2[C@H](N3C(C2=C1)=CN=C3)[C@H]3COCC[C@@H]3O